4-(3-chloro-4-(9-(5-chloro-2-methoxybenzyl)-6-(1-methylcyclopropoxy)-9H-purin-8-yl)phenoxy)-3-methylbutanoic acid ClC=1C=C(OCC(CC(=O)O)C)C=CC1C=1N(C2=NC=NC(=C2N1)OC1(CC1)C)CC1=C(C=CC(=C1)Cl)OC